tert-butyl N-methyl-N-[4-[2-methyl-4-(4,4,5,5-tetramethyl-1,3,2-dioxaborolan-2-yl)pyrazol-3-yl]oxybutyl]carbamate CN(C(OC(C)(C)C)=O)CCCCOC=1N(N=CC1B1OC(C(O1)(C)C)(C)C)C